1-((2,3-dihydrobenzo[b][1,4]dioxin-6-yl)methylpiperidin-4-yl)-3-(3-(trifluoromethyl)phenyl)urea O1C2=C(OCC1)C=C(C=C2)CN2CCC(CC2)NC(=O)NC2=CC(=CC=C2)C(F)(F)F